C[C@H](CC(=O)O)O D-3-hydroxybutyric acid